C(C)C(CC1=C(SC=C1)C=O)CCCC (2-ethylhexyl)-2-thiophenecarboxaldehyde